FC(C=1C=CC(=NC1)NC1CCN(CC1)S(=O)(=O)C1=CC=C(C=C1)C=1C=C2C(=CN1)NC(C2)=O)(F)F 5-(4-((4-((5-(trifluoromethyl)pyridin-2-yl)amino)piperidin-1-yl)sulfonyl)phenyl)-1,3-dihydro-2H-pyrrolo[2,3-c]pyridin-2-one